OC1CN(CC1CC(F)(F)F)C(=O)NC1=CC(=C(C=C1)C)C1=CC(=NC(=C1)N1CCOCC1)OCCO 3-hydroxy-N-[3-[2-(2-hydroxyethoxy)-6-(morpholin-4-yl)pyridin-4-yl]-4-methylphenyl]-4-(2,2,2-trifluoroethyl)pyrrolidine-1-carboxamide